C(#N)C1=CC(=C(C=C1)[C@H]1C(=C(NC2=C(C=NC(=C12)O)C)C)C(=O)OCCC#N)OC |r| racemic-2-cyanoethyl 4-(4-cyano-2-methoxyphenyl)-5-hydroxy-2,8-dimethyl-1,4-dihydro-1,6-naphthyridine-3-carboxylate